FC=1C=2N(C=C(C1)C1=NC3=CC=C(C=C3C=N1)N1C[C@@H](N([C@H](C1)C)C(=O)OC(C)(C)C)C)C=NN2 tert-butyl (2S,6S)-4-(2-{8-fluoro-[1,2,4]triazolo[4,3-a]pyridin-6-yl}quinazolin-6-yl)-2,6-dimethylpiperazine-1-carboxylate